2,4-dimethylbenzene ethyl-acetate C(C)OC(C)=O.CC1=CC=CC(=C1)C